[S-]C#N.[Na+] Natrium Thiocyanat